Nonanoic acid vanillylamide C(C1=CC(OC)=C(O)C=C1)NC(CCCCCCCC)=O